FC=1C=C2CC(NC2=CC1F)=O 5,6-difluoroindolin-2-one